Tert-butyl 9-chloro-7-(5-fluoro-1H-indol-1-yl)-2H-spiro[benzo[f][1,4]oxazepine-3,1'-cyclopropane]-4(5H)-carboxylate ClC1=CC(=CC=2CN(C3(CC3)COC21)C(=O)OC(C)(C)C)N2C=CC1=CC(=CC=C21)F